N-[2-ethyl-2-(pyrrolidin-1-ylmethyl)butyl]-4H,5H,6H,7H,8H,9H-cycloocta[b]thiophene-2-carboxamide C(C)C(CNC(=O)C1=CC2=C(S1)CCCCCC2)(CC)CN2CCCC2